NC1=NC=CC=C1C1=NC=2C(=NC(=CC2)C2=CC=CC=C2)N1C1=CC=C(CN2CCC(CC2)OC2=NC=C(C#N)C=C2)C=C1 6-((1-(4-(2-(2-aminopyridin-3-yl)-5-phenyl-3H-imidazo[4,5-b]pyridin-3-yl)benzyl)piperidin-4-yl)oxy)nicotinonitrile